4-hydroxy-1-isobutyl-N-(isoxazol-3-yl)-2-oxo-1,2-dihydroquinoline-3-carboxamide OC1=C(C(N(C2=CC=CC=C12)CC(C)C)=O)C(=O)NC1=NOC=C1